3-cyclopropyl-1-(2-fluoro-4-iodophenyl)-6,8-dimethylpyrido[2,3-d]pyrimidine-2,4,7-trione C1(CC1)N1C(N(C2=C(C1=O)C=C(C(N2C)=O)C)C2=C(C=C(C=C2)I)F)=O